4-(4-morpholino-7-((2-(trimethylsilyl)ethoxy)methyl)-7H-pyrrolo[2,3-d]pyrimidin-6-yl)-N-(2,2,2-trifluoro-1-((R)-pyrrolidin-3-yl)ethyl)aniline O1CCN(CC1)C=1C2=C(N=CN1)N(C(=C2)C2=CC=C(NC(C(F)(F)F)[C@H]1CNCC1)C=C2)COCC[Si](C)(C)C